1-[3-bromo-5-(trifluoromethyl)-2-pyridyl]piperazine BrC=1C(=NC=C(C1)C(F)(F)F)N1CCNCC1